C1(CC1)C1=C(N=C(S1)NC1=C(C(=O)OC)C=C(C=N1)C(F)(F)F)C1=CC=C(C=C1)B1OC(C(O1)(C)C)(C)C methyl 2-(5-cyclopropyl-4-(4-(4,4,5,5-tetramethyl-1,3,2-dioxaborolan-2-yl)phenyl)thiazol-2-ylamino)-5-(trifluoromethyl)nicotinate